4-Acryloxybenzoic acid C(C=C)(=O)OC1=CC=C(C(=O)O)C=C1